4-(1-((3,3-difluorocyclobutyl)methyl)-3-(difluoromethyl)-4-(trifluoromethyl)-1H-pyrazole-5-carboxamido)picolinamide FC1(CC(C1)CN1N=C(C(=C1C(=O)NC1=CC(=NC=C1)C(=O)N)C(F)(F)F)C(F)F)F